N1CCC(CCC1)C#N hexahydroazepine-4-carbonitrile